COC1=CC2=C(C3=C(C(C=C(N3CC2)NCC2OCCC2)=O)C)C=C1OC 9,10-dimethoxy-1-methyl-4-(tetrahydrofuran-2-ylmethylamino)-6,7-dihydrobenzo[a]quinolizin-2-one